COC1=CC=CC2=C1C=C(O2)C(=O)O 4-methyloxybenzofuran-2-carboxylic acid